P(=O)(O)(O)CO[C@@]1([C@H](O)[C@H](O)[C@@H](CO)O1)N1C=NC=2C(=O)NC(N)=NC12 phosphonomethoxyguanosine